2-(3-(dibenzo[b,d]thiophen-4-yl)-5-(9,9-dimethyl-9H-fluoren-2-yl)phenyl)-4,4,5,5-tetramethyl-1,3,2-dioxaborolane C1=CC=C(C=2SC3=C(C21)C=CC=C3)C=3C=C(C=C(C3)C3=CC=2C(C1=CC=CC=C1C2C=C3)(C)C)B3OC(C(O3)(C)C)(C)C